O=C1NC2=C(N1CC1=CC=C(C(=O)O)C=C1)C=CC=C2 4-((2-oxo-2,3-dihydro-1H-benzo[d]imidazol-1-yl)methyl)benzoic acid